C(#N)C=1C(=C(C(=NC1)C(=O)NC=1C=C2C(=NNC2=CC1)\C=C\C(F)(F)F)C)C (E)-5-Cyano-3,4-dimethyl-N-(3-(3,3,3-trifluoroprop-1-en-1-yl)-1H-indazol-5-yl)picolinamide